1-(4-Chlorophenyl)spiro[3.3]heptane-2-carbonitrile ClC1=CC=C(C=C1)C1C(CC12CCC2)C#N